BrC=1C=CC=2N(C(C=C(N2)CNC(=O)[C@H]2N(C[C@@H](C2)O)C([C@H](C(C)(C)C)N2N=NC(=C2)C2CC2)=O)=O)C1 (2S,4R)-N-[(7-bromo-4-oxo-pyrido[1,2-a]pyrimidin-2-yl)methyl]-1-[(2S)-2-(4-cyclopropyltriazol-1-yl)-3,3-dimethyl-butanoyl]-4-hydroxy-pyrrolidine-2-carboxamide